(1R,2S,3S)-N-(7-chloro-6-(1-((3R,4R)-4-hydroxy-3-methyltetrahydrofuran-3-yl)piperidin-4-yl)isoquinolin-3-yl)-2-methyl-3-(pyridin-2-yl)cyclopropane-1-carboxamide ClC1=C(C=C2C=C(N=CC2=C1)NC(=O)[C@@H]1[C@H]([C@@H]1C1=NC=CC=C1)C)C1CCN(CC1)[C@@]1(COC[C@@H]1O)C